ethyl 7-(4-amino-5-(4-amino-4-methylpiperidin-1-yl)-6-(hydroxymethyl) pyridin-2-yl)-2-naphthoate NC1=CC(=NC(=C1N1CCC(CC1)(C)N)CO)C1=CC=C2C=CC(=CC2=C1)C(=O)OCC